R-piperidine N1CCCCC1